NC1=CC(=C(OC=2N=C(SC2C2=NC(=NC=C2)N[C@H]2CC(CN(C2)C(=O)OC(C)(C)C)(F)F)C)C=C1F)C tert-butyl (5S)-5-[[4-[4-(4-amino-5-fluoro-2-methyl-phenoxy)-2-methyl-thiazol-5-yl]pyrimidin-2-yl]amino]-3,3-difluoro-piperidine-1-carboxylate